C(C)(C)(C)OC(=O)N[C@H]([C@@H](C[N+](=O)[O-])O)CC1=CC=CC=C1 (2R,3S)-3-tert-Butoxycarbonylamino-1-nitro-4-phenyl-2-butanol